C(C)N1CCN(CC1)C=1C=C(C=CC1)NC1=NC=C(C(=N1)N1C=C(C2=CC(=CC=C12)OCCOC)C(=O)N)F 1-{2-[3-(4-ethyl-piperazin-1-yl)-phenylamino]-5-fluoro-pyrimidin-4-yl}-5-(2-methoxy-ethoxy)-1H-indole-3-carboxylic acid amide